FC1=CC=C(CN(C(CC2=C(NC3=CC=CC=C23)C)=O)C(C(=O)N(C)C2=CC=C(C=C2)OC)C)C=C1 2-(N-(4-fluorobenzyl)-2-(2-methyl-1H-indol-3-yl)acetamido)-N-(4-methoxyphenyl)-N-methylpropanamide